C1(=CC=CC=C1)C(C)C1=C(C(=CC=C1)C(C)C1=CC=CC=C1)O 2,6-bis(1-phenylethyl)phenol